(trifluoromethoxy)chroman FC(OC1OC2=CC=CC=C2CC1)(F)F